N-BOC-N'-FMOC-L-lysine C(=O)(OC(C)(C)C)N[C@@H](CCCCNC(=O)OCC1C2=CC=CC=C2C2=CC=CC=C12)C(=O)O